3-methyl-4-(4,4,5,5-tetramethyl-1,3,2-dioxaborolan-2-yl)isoquinoline CC=1N=CC2=CC=CC=C2C1B1OC(C(O1)(C)C)(C)C